[IH2+].C(C)N1CN(C=C1)C 1-ethyl-3-methylimidazole iodonium salt